C(C)(C)(C)OC(=O)N1CCC(CC1)OC1=C(C(=C2C(=N1)C(=CS2)C(NC)=O)C(F)(F)F)C 4-((6-methyl-3-(methylcarbamoyl)-7-(trifluoromethyl)thieno[3,2-b]pyridin-5-yl)oxy)piperidine-1-carboxylic acid tert-butyl ester